BrC=1C=CC=2C3=C(C=NC2C1)N=C(N3)C[C@@H]3N(CCC3)C(=O)OC(C)(C)C tert-Butyl (R)-2-((7-bromo-1H-imidazo[4,5-c]quinolin-2-yl)methyl)pyrrolidine-1-carboxylate